C(CCCCCCCCC)O decanyl alcohol